C(C)P(O)(=O)CC1=CC=C(C=C1)C#N.C(#N)C1=CC=C(C=C1)C(C)P(OCC)(=O)C ethyl (1-(4-cyanophenyl)ethyl)(methyl)phosphinate Ethyl-(4-cyanobenzyl)phosphinate